tert-butyl-7-(2-(4-methyl-3-(3-(9-(tetrahydro-2H-pyran-2-yl)-9H-purin-6-yl)pyridin-2-ylamino)phenylamino)-2-oxoethyl)-1,4-oxazepane-4-carboxylate C(C)(C)(C)OC(=O)N1CCOC(CC1)CC(=O)NC1=CC(=C(C=C1)C)NC1=NC=CC=C1C1=C2N=CN(C2=NC=N1)C1OCCCC1